tert-butyl 3-[6-chloro-8-[2-[(4-chloro-6-oxo-pyridazin-1-yl)methyl]thieno[3,2-b]pyridin-7-yl]-3,4-dihydro-2H-quinolin-1-yl]azetidine-1-carboxylate ClC=1C=C2CCCN(C2=C(C1)C1=C2C(=NC=C1)C=C(S2)CN2N=CC(=CC2=O)Cl)C2CN(C2)C(=O)OC(C)(C)C